ClC=1C=CC=C2C(C(N(C12)C(C1=CC=C(C=C1)OC)=O)=O)=O 7-chloro-1-(4-methoxybenzoyl)indoline-2,3-dione